9-(6-(3,5-dimethylpiperidin-1-yl)pyridin-3-yl)-6,7-dimethoxynaphtho[2,3]furan CC1CN(CC(C1)C)C1=CC=C(C=N1)C1=C2C=C(C(=CC2=CC=2C=COC21)OC)OC